CN1C2=C(C=C1C(=O)NC1=C(C=CC=C1)COC1=CC=C(C=C1)OC1CNCC1)SC=C2 4-methyl-N-[2-[(4-pyrrolidin-3-yloxyphenoxy)methyl]phenyl]thieno[3,2-b]pyrrole-5-carboxamide